[K].C(C(C)C)(=O)O Isobutyric acid Potassium